N-(2,2-dimethoxyethyl)-N-(4-fluoro-2-methylbenzyl)-4-methylbenzenesulfonamide COC(CN(S(=O)(=O)C1=CC=C(C=C1)C)CC1=C(C=C(C=C1)F)C)OC